feruloylspermidine COC1=C(C=CC(=C1)/C=C/C(=O)NCCCCNCCCN)O